(3R)-3-{[2-(3-methoxyphenyl)-8-methyl-[1,2,4]triazolo[1,5-c]quinazolin-5-yl]amino}azepin-2-one COC=1C=C(C=CC1)C1=NN2C(=NC=3C=C(C=CC3C2=N1)C)NC=1C(N=CC=CC1)=O